FC(C1(C(O1)(F)F)F)(F)F.[NH4+] ammonium hexafluoroepoxypropane